Br.FC(C1=CC=C(CN)C=C1)(F)F 4-trifluoromethylbenzyl-amine hydrobromide